CC=1C=CC(=C(C1)O)C=1C2=C(C(=NN1)N[C@H]1CN(CCC1)C)N=C(S2)C (R)-5-methyl-2-(2-methyl-4-((1-methylpiperidin-3-yl)amino)thiazolo[4,5-d]pyridazin-7-yl)phenol